7-methylthieno[3,2-d]pyrimidin-4-amine dihydrochloride Cl.Cl.CC1=CSC2=C1N=CN=C2N